CC1(CCC(CC1)=O)C=O 1-METHYL-4-OXOCYCLOHEXANECARBALDEHYDE